(2S)-N-[(3S)-1-[2-methyl-6-[[5-(4-pyridyl)thiazol-2-yl]amino]pyrimidin-4-yl]pyrrolidin-3-yl]-1-prop-2-enoyl-pyrrolidine-2-carboxamide CC1=NC(=CC(=N1)N1C[C@H](CC1)NC(=O)[C@H]1N(CCC1)C(C=C)=O)NC=1SC(=CN1)C1=CC=NC=C1